O=CCCCCCCCCC(CCCCCCCCCC)OC(=O)C1CCN(CC1)C 1-oxoeicosan-10-yl-1-methylpiperidin-4-carboxylate